rac-3-(isoquinolin-4-yl)-2-oxo-1-(5-(trifluoromethyl)-1H-imidazol-2-yl)imidazoline-4-carbonitrile C1=NC=C(C2=CC=CC=C12)N1C(N(C[C@@H]1C#N)C=1NC(=CN1)C(F)(F)F)=O |r|